(E)-3-(5-fluoro-1-(tetrahydro-2H-pyran-2-yl)-1H-indazol-6-yl)-N-(5-fluoro-4-methyl-2-(trifluoromethyl)pyridin-3-yl)acrylamide FC=1C=C2C=NN(C2=CC1/C=C/C(=O)NC=1C(=NC=C(C1C)F)C(F)(F)F)C1OCCCC1